ClCO[Si](OC)(OC)C Chloro-methyltrimethoxysilan